triisopropyl-silan C(C)(C)[SiH](C(C)C)C(C)C